CC1(OB(OC1(C)C)C=1C2=CN(N=C2C=CC1)C[Si](C)(C)C)C 4-(4,4,5,5-tetramethyl-1,3,2-dioxaborolan-2-yl)-2-[(trimethylsilyl)methyl]-2H-indazole